CP(C1=CC=C(C=C1)NCC#C)(C)=O dimethyl(4-(prop-2-yn-1-ylamino)phenyl)phosphine oxide